CN1N=CC(=C1)NC=1C=C2C3=C(C=NC2=CC1)C(C1=C3C=NC(=N1)C(F)(F)F)=O 2-((1-methyl-1H-pyrazol-4-yl)amino)-9-(trifluoromethyl)-7H-pyrimido[5',4':3,4]cyclopenta[1,2-c]quinolin-7-one